(4-(3-(dibutylamino)propoxy)phenyl)methanone (S)-methyl-2-((S)-2-(5-methoxy-1H-indole-2-carbonyl)-2-azaspiro[4.5]decane-3-carboxamido)-3-((S)-2-oxopiperidin-3-yl)propanoate COC([C@H](C[C@H]1C(NCCC1)=O)NC(=O)[C@H]1N(CC2(C1)CCCCC2)C(=O)C=2NC1=CC=C(C=C1C2)OC)=O.C(CCC)N(CCCOC2=CC=C(C=C2)C=O)CCCC